FC1(COC1)CNS(=O)(=O)C1=NC=CC2=CC3=C(C=C12)CC(C3)C(=O)O (3-fluorooxetan-3-yl)methylsulfamoyl-7,8-dihydro-6H-cyclopenta[g]isoquinoline-7-carboxylic acid